ClC1=C(C(=CC=C1Cl)F)[C@]1(CN(CC1)C(C=C)=O)NC1=CC=C2CCN(C(C2=C1)=O)C 7-{[(3R)-3-(2,3-Dichloro-6-fluorophenyl)-1-(prop-2-enoyl)pyrrolidin-3-yl]amino}-2-methyl-3,4-dihydroisoquinolin-1-one